ClC1=NC(=CC(=N1)OCC=1C=NC(=C(C1)F)C=1N(C=C(N1)C(F)(F)F)C1CC1)SC 2-chloro-4-[[6-[1-cyclopropyl-4-(trifluoromethyl)imidazol-2-yl]-5-fluoro-3-pyridyl]methoxy]-6-methylsulfanyl-pyrimidine